NCC1=NNC(C2=CC=C(C=C12)C=1C=NC=C(C1)F)=O 4-(aminomethyl)-6-(5-fluoropyridin-3-yl)-phthalazin-1(2H)-one